[Br-].C(C)(C)(C)OC(C[N+](CC(F)(F)F)(C)CCOC(C(=C)C)=O)=O N-(2-(tert-butoxy)-2-oxoethyl)-2,2,2-trifluoro-N-(2-(methacryloyloxy)ethyl)-N-methylethan-1-aminium bromide